1,2-di-p-tolylacetylene C1(=CC=C(C=C1)C#CC1=CC=C(C=C1)C)C